tert-butyl 2-[(3R,5S)-4-[3-[[(3S)-2,6-dioxo-3-piperidyl]-methyl-amino]phenyl]-3,5-dimethyl-piperazin-1-yl]acetate O=C1NC(CC[C@@H]1N(C=1C=C(C=CC1)N1[C@@H](CN(C[C@@H]1C)CC(=O)OC(C)(C)C)C)C)=O